ClC1=C(C=NN1C1CCS(CC1)(=NC(C)C)=O)NC1=NC=C(C(=N1)OC1CCC(CC1)(C)O)C(F)(F)F (1s,4s)-4-(5-chloro-4-((4-(((1s,4S)-4-hydroxy-4-methylcyclohexyl)oxy)-5-(trifluoromethyl)pyrimidin-2-yl)amino)-1H-pyrazol-1-yl)-1-(isopropylimino)hexahydro-1λ6-thiopyran 1-oxide